C(#N)CC=1C=C(O[C@@H]2[C@@](CN(C2)S(=O)(=O)C2=C(C#N)C=C(C=C2)C(F)(F)F)(CO)O)C=CC1 2-(((3R,4S)-4-(3-(cyanomethyl)phenoxy)-3-hydroxy-3-(hydroxymethyl)pyrrolidin-1-yl)sulfonyl)-5-(trifluoromethyl)benzonitrile